1,3-diamino-2-propanol sulfate S(=O)(=O)(O)OC(CN)CN